5-(3,4-Dimethylpiperazin-1-yl)-N-(6-(1-methyl-1H-pyrazol-4-yl)pyridin-2-yl)-2-morpholinooxazolo[4,5-b]pyridine-6-carboxamide Hydrochloride Cl.CC1CN(CCN1C)C1=C(C=C2C(=N1)N=C(O2)N2CCOCC2)C(=O)NC2=NC(=CC=C2)C=2C=NN(C2)C